N-ethyl-4-(6-(4-(1-isopropylpiperidin-4-yl)phenyl)pyrrolo[1,2-b]pyridazin-4-yl)piperazine-1-carboxamide C(C)NC(=O)N1CCN(CC1)C=1C=2N(N=CC1)C=C(C2)C2=CC=C(C=C2)C2CCN(CC2)C(C)C